2-(3-(3,5-xylyl)allyl)-1,3-diphenylpropane-1,3-dione C1(=CC(=CC(=C1)C)C)C=CCC(C(=O)C1=CC=CC=C1)C(=O)C1=CC=CC=C1